t-butyl β-alaninate NCCC(=O)OC(C)(C)C